FC=1C=C(C=C(C1)C)C1CC=NN1C=O (5-(3-fluoro-5-methylphenyl)-4,5-dihydro-1H-pyrazol-1-yl)methanone